N1=CN=CC(=C1)[C@H]1[C@@H](C1)C(=O)O Trans-2-pyrimidin-5-ylcyclopropanecarboxylic acid